neopentyl glycol bis(2-ethylhexanoate) C(C)C(C(=O)OCC(C)(COC(C(CCCC)CC)=O)C)CCCC